(3aR,5s,6aS)-5-{5-[(1S,2S)-2-fluorocyclopropyl]-1,2,4-oxadiazol-3-yl}octahydrocyclopenta[c]Pyrrole F[C@@H]1[C@@H](C1)C1=NC(=NO1)C1C[C@@H]2[C@@H](CNC2)C1